[Cl-].OCC[N+](C)(C)C.N[C@@H](CC1=CNC2=CC=CC=C12)C(=O)O L-TRYPTOPHAN CHOLINE CHLORIDE